C(N1N=C(N=C1)C(=O)OC)([2H])([2H])[2H] methyl 1-(methyl-d3)-1H-1,2,4-triazole-3-carboxylate